(methoxyimino)-N-methyl-2-{2-[(E)-({1-[3-(trifluoromethyl)phenyl]ethoxy}-imino)methyl]phenyl}ethanamide CON=C(C(=O)NC)C1=C(C=CC=C1)/C=N/OC(C)C1=CC(=CC=C1)C(F)(F)F